O=C1NC(CCC1C12C(C(=O)NC1=O)C=CC(=C2)[N+](=O)[O-])=O 2-(2,6-Dioxopiperidine-3-yl)-4-nitrophthalimide